[Zn+2].S1C(=NC2=C1C=CC=C2)C2=C([O-])C=CC=C2.S2C(=NC1=C2C=CC=C1)C1=C([O-])C=CC=C1 bis[2-(2-benzothiazolyl)phenoxide] zinc